(6-(2-((cis-4-methoxycyclohexyl)amino)pyrrolo[2,1-f][1,2,4]triazin-5-yl)imidazo[1,2-a]pyridin-3-yl)(pyrrolidin-1-yl)methanone CO[C@H]1CC[C@H](CC1)NC1=NN2C(C=N1)=C(C=C2)C=2C=CC=1N(C2)C(=CN1)C(=O)N1CCCC1